ClC=1C(=C(C=C(C1OC1=NN(C(C(=C1)C(C)C)=O)C)Cl)N1C(C2=CC=CC=C2C1=O)=O)C 2-[3,5-dichloro-4-(5-isopropyl-1-methyl-6-oxo-pyridazin-3-yl)oxy-2-methyl-phenyl]isoindoline-1,3-dione